6-(methylcarbamoyl)imidazo[1,2-a]pyridine-2-carboxylic acid ethyl ester C(C)OC(=O)C=1N=C2N(C=C(C=C2)C(NC)=O)C1